C(C)(C)(C)C1=C(C=CC=C1)NC1=C(C=CC=C1)C(C)(C)C bis(tert-butylphenyl)Amine